C(C(C)C)C1=CC=C2CC(C(C2=C1)=O)(C)C 6-isobutyl-2,2-dimethyl-2,3-dihydro-1H-inden-1-one